4-(propan-2-yl)piperidine CC(C)C1CCNCC1